BrC1=C(C=2C=NN(C2C=C1)C)NC1=C(C(=CC(=C1C)OC)F)C 5-bromo-N-(3-fluoro-5-methoxy-2,6-dimethylphenyl)-1-methyl-1H-indazol-4-amine